CN1C(=NC(=C1)C(F)(F)F)C1=CC=C(CN2C(NC=3C=NC(=CC32)C3=C(C=CC=C3)S(=O)(=O)C)=O)C=C1 1-(4-(1-Methyl-4-(trifluoromethyl)-1H-imidazol-2-yl)benzyl)-6-(2-(methylsulfonyl)phenyl)-1,3-dihydro-2H-imidazo[4,5-c]pyridin-2-one